OC1=CC=C(C=C1)C(C)(CCC1=CC=C(C=C1)O)C 2,4-Bis(4-hydroxy-phenyl)-2-methylbutan